4-Amino-N-(1-((1,4-Diethyl-1,2,3,4-Tetrahydroquinoxalin-6-yl)amino)-6-Methylisoquinolin-5-yl)thieno[3,2-d]pyrimidin-7-carboxamid NC=1C2=C(N=CN1)C(=CS2)C(=O)NC2=C1C=CN=C(C1=CC=C2C)NC=2C=C1N(CCN(C1=CC2)CC)CC